NC=1NC(C=2N=CN(C2N1)CC(=O)N([C@H](CCCNC(N)=N)C(=O)O)CCN)=O N2-(2-(2-amino-6-oxo-1,6-dihydro-9H-purin-9-yl)acetyl)-N2-(2-aminoethyl)-D-arginine